methyl 3-(benzyloxy)-1-((3,3-difluorocyclopentyl)methyl)-4-(trifluoromethyl)-1H-pyrazole-5-carboxylate C(C1=CC=CC=C1)OC1=NN(C(=C1C(F)(F)F)C(=O)OC)CC1CC(CC1)(F)F